CCCCCCCCCCCCCCCCCCCCCCC(=O)N[C@@H](COP(=O)([O-])OCC[N+](C)(C)C)[C@@H](/C=C/CCCCCCCCC(C)CC)O The molecule is a sphingomyelin 40:1 obtained by formal condensation of the carboxy group of tricosanoic acid with the amino group of 14-methylhexadecasphingosine-1-phosphocholine. It is a metabolite of the nematode Caenorhabditis elegans. It has a role as a Caenorhabditis elegans metabolite. It derives from a 14-methylhexadecasphingosine and a tricosanoic acid.